epsilon-azidolysine N(=[N+]=[N-])C(CCC[C@H](N)C(=O)O)N